NC=1C=C(C(=O)OC2=CC(=CC=C2)N)C=CC1 (3-aminophenyl) 3-aminobenzoate